C1(CC1)C(=O)N1CCS(CC1)(=O)=NC1=NC(=NC(=C1)N1[C@@H](COCC1)C)C1=C2C(=NC=C1)NC=C2 (R)-cyclopropyl(1-((6-(3-methylmorpholino)-2-(1H-pyrrolo[2,3-b]-pyridin-4-yl)pyrimidin-4-yl)imino)-1-oxido-1λ6-thiomorpholino)-methanone